1-(1-(1-(1H-1,2,3-triazol-1-yl)isoquinolin-4-yl)ethyl)-3-(3-chloro-4-fluorophenyl)-1-methyl-urea N1(N=NC=C1)C1=NC=C(C2=CC=CC=C12)C(C)N(C(=O)NC1=CC(=C(C=C1)F)Cl)C